FC1(CC(C1)N1N=NC2=C1CCC(C2)N)F 1-(3,3-difluorocyclobutyl)-4,5,6,7-tetrahydro-1H-benzo[d][1,2,3]triazol-5-amine